N1C(=CC2=CC=CC=C12)CN1CCC(CC1)(O)C1=CC=NC=C1 1-(1H-indol-2-ylmethyl)-4-(4-pyridyl)piperidin-4-ol